ClC1=C(C=C(C=2C3=C(NC12)CCNC([C@@H]3C)=O)OCCCO)Cl (R)-7,8-Dichloro-10-(3-hydroxypropoxy)-1-methyl-3,4,5,6-tetrahydroazepino[4,5-b]indol-2(1H)-one